Cl.Cl.C1NCC12CC(C2)OC2=CC1=C(C(N(CCO1)C[C@@H](CN1CC3=CC=CC=C3CC1)O)=O)C=C2 8-(2-azaspiro[3.3]hept-6-yloxy)-4-[(2R)-3-(3,4-dihydro-1H-isoquinolin-2-yl)-2-hydroxy-propyl]-2,3-dihydro-1,4-benzoxazepin-5-one dihydrochloride